[Cl-].C(C)(C)(C)C1=CC(=NC=C1)N1C2=CC=CC=C2C=2C=CC(=CC12)OC=1C=C(C=C(C1)C1=C(C=CC=C1C(C)C)C(C)C)N1C=[N+](C2=C1C=CC=C2)C2=C(C=CC=C2C(C)C)C(C)C 1-(5-((9-(4-(tert-butyl)pyridin-2-yl)-9H-carbazol-2-yl)oxy)-2',6'-diisopropyl-[1,1'-biphenyl]-3-yl)-3-(2,6-diisopropylphenyl)-1H-benzo[d]imidazol-3-ium chloride